FC1=CC=C(CN)C=C1 4-fluorobenzyl-amine